C[C@@]1(C(NC(CC1)=O)=O)N1C(C2=CC=C(C=C2C1)CNC(OC(C)(C)C)=O)=O tert-butyl (R)-((2-(3-methyl-2,6-dioxopiperidin-3-yl)-1-oxoisoindolin-5-yl)methyl)carbamate